ethyl 1-(4-(trifluoromethyl)phenyl)pyrrolo[1,2-a]pyrazine-3-carboxylate FC(C1=CC=C(C=C1)C=1C=2N(C=C(N1)C(=O)OCC)C=CC2)(F)F